(2S,4R)-N-(3-chloro-4-fluorophenyl)-4-(1H-imidazol-2-yl)-N-methyl-1-(6-methyl-4-(trifluoromethyl)pyridin-2-yl)pyrrolidine-2-carboxamide ClC=1C=C(C=CC1F)N(C(=O)[C@H]1N(C[C@@H](C1)C=1NC=CN1)C1=NC(=CC(=C1)C(F)(F)F)C)C